C(=O)C(C(CC(=O)[O-])=O)ONC formyl-N-methylaminooxyacetoacetate